C1(CC1)C1=NNC=C1C=1N(C=CN1)C 3-cyclopropyl-4-(1-methyl-1H-imidazol-2-yl)-1H-pyrazole